C(C1=CC=CC=C1)(=O)OC1COC(C1F)N1C=2N=C(NC(C2N=C1)=O)NC(C(C)C)=O 4-fluoro-5-(2-isobutyramido-6-oxo-1,6-dihydro-9H-purin-9-yl)tetrahydrofuran-3-yl benzoate